tert-butyl 3-(3,4-dichlorophenyl)-4-methyl-piperazine-1-carboxylate ClC=1C=C(C=CC1Cl)C1CN(CCN1C)C(=O)OC(C)(C)C